5-bromo-3-chloro-2-methylpyridine BrC=1C=C(C(=NC1)C)Cl